6,6-dimethyl-N'-(phenylcarbamoyl)-6,7-dihydro-5H-pyrazolo[5,1-b][1,3]oxazine-3-sulfonimidamide CC1(CN2C(OC1)=C(C=N2)S(=O)(N)=NC(NC2=CC=CC=C2)=O)C